1-heneicosanoyl-2-heptadecanoyl-glycero-3-phospho-(1'-sn-glycerol) CCCCCCCCCCCCCCCCCCCCC(=O)OC[C@H](COP(=O)(O)OC[C@H](CO)O)OC(=O)CCCCCCCCCCCCCCCC